tert-butyl 4-(3-methoxy-3-oxopropyl)indoline-1-carboxylate COC(CCC1=C2CCN(C2=CC=C1)C(=O)OC(C)(C)C)=O